ClC=1C=C2C(=CC(=NC2=CC1)C(F)(F)F)N[C@@H]1C[C@@H](CCC1)NC(=O)C=1C=CC=2N(C1)C=NN2 N-[(1R,3S)-3-{[6-chloro-2-(trifluoromethyl)quinolin-4-yl]amino}cyclohexyl]-[1,2,4]triazolo[4,3-a]pyridine-6-carboxamide